3-benzenedimethanol C1(=CC(=CC=C1)CO)CO